C(C1=CC=CC=C1)N1C=C(C2=CC=CC=C12)/C=C(/C(=O)[O-])\C#N (E)-3-(1-benzyl-1H-indol-3-yl)-2-cyanoacrylate